6-amino-2-benzyl-2,7-naphthyridin-1(2H)-one NC=1C=C2C=CN(C(C2=CN1)=O)CC1=CC=CC=C1